OC1=NC(=NC(=C1[N+](=O)[O-])O)SCCC 4,6-dihydroxyl-5-nitro-2-propylsulfanyl-pyrimidine